COC(=O)C1C(N(C(C1)=O)CC1=CC=CC=C1)C1=CC2=C(OCCO2)C=C1 methyl-1-benzyl-2-(2,3-dihydrobenzo[b][1,4]dioxin-6-yl)-5-oxopyrrolidine-3-carboxylate